11-(methacrylamido)undecanoic acid C(C(=C)C)(=O)NCCCCCCCCCCC(=O)O